NCC=1C=NC2=CC=C(C=C2C1C(C)C)C1=NC(=NC=C1F)N[C@H]1[C@H](COCC1)O (3R,4R)-4-((4-(3-(aminomethyl)-4-isopropylquinolin-6-yl)-5-fluoropyrimidin-2-yl)amino)tetrahydro-2H-pyran-3-ol